O1CCN(CC1)CCCNC(C1=CC=C(C=C1)C1=NC2=CC=C3C(=C2C=2CCCCC12)C=NN3)=O N-(3-morpholinopropyl)-4-(8,9,10,11-tetrahydro-3H-pyrazolo[4,3-a]phenanthridin-7-yl)benzamide